2-[6-amino-5-[8-[2-[3-[(3S)-3-methylpyrrolidin-1-yl]prop-1-ynyl]-4-pyridyl]-3,8-diazabicyclo[3.2.1]octan-3-yl]pyridazin-3-yl]phenol NC1=C(C=C(N=N1)C1=C(C=CC=C1)O)N1CC2CCC(C1)N2C2=CC(=NC=C2)C#CCN2C[C@H](CC2)C